S(C=1C(=CC(=CC1C(C)(C)C)O)C)C=1C(=CC(=CC1C(C)(C)C)O)C 4,4'-thiobis(5-tert-butyl-m-cresol)